CN(C)CC(=O)OCCOC(C(=C)C)=O [2-(methacryloyloxy) ethyl] dimethylaminoacetate